6-chloro-2-(trifluoromethyl)-1,5-naphthyridine ClC=1N=C2C=CC(=NC2=CC1)C(F)(F)F